ClC=1C=CC(=C(C1)C1(CNC=2C1=NC=C(C2)C(F)(F)F)C)OC 3-(5-chloro-2-methoxyphenyl)-3-methyl-6-(trifluoromethyl)-1H-pyrrolo[3,2-b]pyridin